3-[5-(4-methylpiperazin-1-yl)-2-oxo-benzo[cd]indol-1-yl]piperidine CN1CCN(CC1)C=1C=CC=2C(N(C3=CC=CC1C23)C2CNCCC2)=O